(trans)-2-((2-((7,8-dihydro-2H-1,6,9-trioxa-9a-borabenzo[cd]azulen-4-yl)amino)-5-methylpyrimidin-4-yl)amino)cyclopentane O1CC2=C3C(OCCOB13)=CC(=C2)NC2=NC=C(C(=N2)NC2CCCC2)C